CC1CN(C(=CC1)C=1C=C2C(=NNC2=CC1)C)C(=O)OC(C)(C)C tert-butyl 3-methyl-6-(3-methyl-1H-indazol-5-yl)-3,4-dihydro-2H-pyridine-1-carboxylate